7-(7-(5,6-dimethyl-1-(tetrahydro-2H-pyran-2-yl)-1H-indazol-4-yl)-8-fluoro-2-((hexahydro-1H-pyrrolizin-7a-yl)methoxy)pyrido[4,3-d]pyrimidin-4-yl)-2,7-diazaspiro[4.5]decan-3-one CC=1C(=C2C=NN(C2=CC1C)C1OCCCC1)C1=C(C=2N=C(N=C(C2C=N1)N1CC2(CC(NC2)=O)CCC1)OCC12CCCN2CCC1)F